C(C1=CC=CC=C1)OCC(COC1=C2COC(C2=CC=C1Br)=O)=C 4-((2-((benzyloxy)methyl)allyl)oxy)-5-bromoisobenzofuran-1(3H)-one